3-oxo-3-(p-trifluoromethoxyphenyl)propionitrile O=C(CC#N)C1=CC=C(C=C1)OC(F)(F)F